Cl.Cl.C(C)NC1CN(CC1)C=1N=NC(=CN1)C1=C(C=C(C=C1)C=1C=NNC1)O 2-{3-[3-(ethylamino)pyrrolidin-1-yl]-1,2,4-triazin-6-yl}-5-(1H-pyrazol-4-yl)phenol dihydrochloride